C(#C)[C@@H]1C[C@@H](CCC1)NC1=NC=C(C(=N1)OC1COC1)C(F)(F)F N-((1R,3S)-3-ethynylcyclohexyl)-4-(oxetan-3-yloxy)-5-(trifluoromethyl)pyrimidin-2-amine